C(C)OC(C(=O)OCCCCCC)(C)C n-hexyl α-ethoxyisobutyrate